N-(3-chloro-2-methylphenyl)-2-[(3-methoxy-2,2-dimethylpropyl)amino]-6-({[2-(trifluoromethyl)phenyl]carbonyl}amino)-1H-benzimidazole-4-carboxamide ClC=1C(=C(C=CC1)NC(=O)C1=CC(=CC=2NC(=NC21)NCC(COC)(C)C)NC(=O)C2=C(C=CC=C2)C(F)(F)F)C